(R)-3-Amino-N-(2-((4-fluorophenyl)amino)-2-oxo-1-phenylethyl)-6-(1-(piperidin-4-yl)-1H-pyrazol-4-yl)pyrazine-2-carboxamide NC=1C(=NC(=CN1)C=1C=NN(C1)C1CCNCC1)C(=O)N[C@@H](C(=O)NC1=CC=C(C=C1)F)C1=CC=CC=C1